4-methylpentane-1,3-diol CC(C(CCO)O)C